ClC1=C(C(=O)N(C)C)C=CC(=C1)NC1=NC=C(C(=N1)N[C@H](CO)C1=CC=CC=C1)C1=NNC(=N1)C 2-chloro-4-[[4-[[(1S)-2-hydroxy-1-phenyl-ethyl]amino]-5-(5-methyl-1H-1,2,4-triazol-3-yl)pyrimidin-2-yl]amino]-N,N-dimethyl-benzamide